ClC=1C(=NC(=NC1)NC1CCOCC1)C1=CC=C2CN(C(C2=C1)=O)C(C(=O)NC(C1=CC=CC=C1)C1(CC1)O)CO 2-(6-{5-Chloro-2-[(oxan-4-yl)amino]pyrimidin-4-yl}-1-oxo-2,3-dihydro-1H-isoindol-2-yl)-3-hydroxy-N-[(1-hydroxycyclopropyl)(phenyl)methyl]propanamid